NC1=NN2C(C=C(C=C2)C=2C(=C(C(=O)NCC(C(C3=CC=C(C=C3)C([2H])([2H])[2H])O)(F)F)C(=CC2)C([2H])([2H])[2H])F)=N1 3-(2-amino-[1,2,4]triazolo[1,5-a]pyridin-7-yl)-N-(2,2-difluoro-3-hydroxy-3-(4-(methyl-d3)phenyl)propyl)-2-fluoro-6-(methyl-d3)benzamide